P(=O)([O-])([O-])[O-].[Ge+2].[Al+3].[Li+].P(=O)([O-])([O-])[O-] lithium-aluminium-germanium phosphate